FC(O[C@@H]1CC[C@H](CC1)NC1=NN2C(C=N1)=C(C=C2)C2=CC=C1C(=N2)N(C(=N1)C)CCF)F N-(trans-4-(difluoromethoxy)cyclohexyl)-5-(3-(2-fluoroethyl)-2-methyl-3H-imidazo[4,5-b]pyridin-5-yl)pyrrolo[2,1-f][1,2,4]triazin-2-amine